C(CCC)C=1C(=C(C(=NC1)CCCC)C(=O)O)C(=O)O dibutyl-pyridine-3,4-dicarboxylic acid